C1(C=CC=2C3=CC=C(C12)C3)C=O 1H-4,7-methanoindene-1-carbaldehyde